C([C@H](O)C)(=O)OCC |o1:1| (R) or (S)-ethyl lactate